C1(=CC=CC=C1)N1[NH2+]C(=NN1C1=CC=CC=C1)C1=CC=CC=C1 2,3,5-triphenyl-tetrazolium